(S)-N-(3-methyl-4-((1-methyl-1H-benzo[d]imidazol-5-yl)oxy)phenyl)-1,2,3,4,4a,5-hexahydropyrazino[1',2':4,5][1,4]oxazino[3,2-g]quinazolin-11-amine CC=1C=C(C=CC1OC1=CC2=C(N(C=N2)C)C=C1)NC1=NC=NC=2C=C3C(=CC12)N1[C@H](CO3)CNCC1